tert-Butyl (1-(2-aminoethoxy)-2-methylpropan-2-yl)carbamate NCCOCC(C)(C)NC(OC(C)(C)C)=O